BrC=1C=C2C(=NN(C(C2=CC1)=O)CC(=O)NC1CC(C1)(C)O)O[C@H]1[C@@H](C1)C 2-[6-bromo-4-[trans-2-methylcyclopropyl]oxy-1-oxophthalazin-2-yl]-N-(cis-3-hydroxy-3-methylcyclobutyl)acetamide